C12(CC(C1)C2)C(C)NCC=2C=CC=1N(C2)C=C(N1)CNC(=O)C=1N=C2N(C(C1)=O)C=CC=C2 N-[[6-[(1-bicyclo[1.1.1]pentanyl-ethylamino)methyl]imidazo[1,2-a]pyridin-2-yl]methyl]-4-oxo-pyrido[1,2-a]pyrimidine-2-carboxamide